C(C)C1(C(C1)C)O 1-Ethyl-2-methylcyclopropanol